7-benzyl-2,3-dihydro-1H-inden-1-one C(C1=CC=CC=C1)C=1C=CC=C2CCC(C12)=O